COC1=C(CNC2=NC=C(C(=O)O)C(=C2)NC2=CC(=C3N(C2=O)C(NC3=O)(C)C)C)C=CC(=C1)OC 6-((2,4-dimethoxybenzyl)amino)-4-((3,3,8-trimethyl-1,5-dioxo-1,2,3,5-tetrahydroimidazo[1,5-a]pyridin-6-yl)amino)nicotinic acid